5-(1,3-Benzothiazole-6-sulfonyl)-N-(pyridin-3-ylmethyl)-1H,2H,3H,4H,5H,6H-pyrrolo[3,4-c]pyrrole-2-carboxamide S1C=NC2=C1C=C(C=C2)S(=O)(=O)N2CC1=C(C2)CN(C1)C(=O)NCC=1C=NC=CC1